C(C)(C)(C)C1=CC(=C(C=C1Cl)C=1NC2=CC=NC(=C2C(C1)=O)C1=NNC=C1C)C 2-(4-tert-butyl-5-chloro-2-methyl-phenyl)-5-(4-methyl-1H-pyrazol-3-yl)-1H-1,6-naphthyridin-4-one